ClC=1C=C(C=CC1)C1CCN(CC1)CC1=CC(=NC=C1)C=1C=C2CN(C(C2=CC1)=O)C1C(NC(CC1)=O)=O 3-(5-(4-((4-(3-chlorophenyl)piperidin-1-yl)methyl)pyridin-2-yl)-1-oxoisoindolin-2-yl)piperidine-2,6-dione